methyl (2-((2-(3-cyano-4-(4-oxo-3,5,7,8-tetrahydro-4H-thiopyrano[4,3-d]pyrimidin-2-yl)phenyl)propan-2-yl)oxy)ethyl)carbamate C(#N)C=1C=C(C=CC1C=1NC(C2=C(N1)CCSC2)=O)C(C)(C)OCCNC(OC)=O